(R)-N-(1-isopropyl-1H-pyrazol-5-yl)piperidine-3-carboxamide C(C)(C)N1N=CC=C1NC(=O)[C@H]1CNCCC1